(2'S,5S)-2'-(6-Ethoxy-2-pyridyl)-8-methyl-2,2-dioxo-spiro[12-oxa-2λ6-thia-3,16,21-triazatricyclo[15.3.1.06,11]henicosa-1(21),6,8,10,17,19-hexaene-5,1'-cyclopropane]-4-one C(C)OC1=CC=CC(=N1)[C@@H]1[C@]2(C1)C(NS(C=1C=CC=C(NCCCOC3=CC=C(C=C32)C)N1)(=O)=O)=O